CC1(C[C@H](NC1)C(=O)[O-])C (2S)-4,4-dimethylpyrrolidine-2-carboxylate